(S)-3-fluoro-5-(4-hydroxy-3-((octadecyloxy)methyl)but-1-yn-1-yl)benzonitrile Boron trichloride B(Cl)(Cl)Cl.FC=1C=C(C#N)C=C(C1)C#C[C@@H](CO)COCCCCCCCCCCCCCCCCCC